(S)-quinuclidin-3-yl (7-([1,1'-biphenyl]-3-yl)-3,3-dimethylchroman-4-yl)carbamate C1(=CC(=CC=C1)C1=CC=C2C(C(COC2=C1)(C)C)NC(O[C@@H]1CN2CCC1CC2)=O)C2=CC=CC=C2